4-[2-ethoxyethyl-[4-(5,6,7,8-tetrahydro-1,8-naphthyridin-2-yl)butyl]amino]-2-[(4-phenyltetrahydropyran-4-carbonyl)amino]butanoic acid C(C)OCCN(CCC(C(=O)O)NC(=O)C1(CCOCC1)C1=CC=CC=C1)CCCCC1=NC=2NCCCC2C=C1